4-(methylsulfanyl)phenol CSC1=CC=C(C=C1)O